C1(CC1)NC(C1=C(C=CC(=C1)F)SC1=CC=C2C(=NN(C2=C1)C1OCCCC1)\C=C\C1=NC(=CC=C1)CN1CCCC1)=O N-cyclopropyl-5-fluoro-2-[3-[(trans)-2-[6-(pyrrolidin-1-ylmethyl)-2-pyridinyl]vinyl]-1-tetrahydropyran-2-yl-indazol-6-yl]sulfanyl-benzamide